1,3-didecylimidazolium 2-ethylhexanoate C(C)C(C(=O)[O-])CCCC.C(CCCCCCCCC)N1C=[N+](C=C1)CCCCCCCCCC